ClC1=C(C=CC=C1)C(=O)C1COCC1 (2-Chlorophenyl)(tetrahydrofuran-3-yl)methanone